ClC1=CC=C2C(=N1)C(CC2)(O)C 2-chloro-7-methyl-5H,6H-cyclopenta[b]pyridin-7-ol